(R)-3-(3-cyano-4-fluorophenyl)-1-(8-fluoro-3-methyl-6-oxo-1,2,3,4,5,6-hexahydrobenzo[c][1,7]naphthyridin-1-yl)-1-methylurea C(#N)C=1C=C(C=CC1F)NC(N(C)[C@@H]1C=2C3=C(C(NC2CN(C1)C)=O)C=C(C=C3)F)=O